(S)-5-(benzyloxy)-6-methoxy-2-(6-(trifluoromethyl)benzo[d]oxazol-2-yl)-1,2,3,4-tetrahydroisoquinoline-3-carboxylic acid methyl ester COC(=O)[C@H]1N(CC2=CC=C(C(=C2C1)OCC1=CC=CC=C1)OC)C=1OC2=C(N1)C=CC(=C2)C(F)(F)F